CC(C=C)(CC\C=C(/CC)\C)O (Z)-3,7-DIMETHYL-1,6-NONADIEN-3-OL